NC1(N(C(C2=CC=C(C=C12)F)=O)OC)COC1=CC=CC=C1 3-amino-5-fluoro-2-methoxy-3-(phenoxymethyl)isoindolin-1-one